6-(3-fluoro-4-((4-(pyrrolidin-1-yl)piperidin-1-yl)methyl)phenyl)-1,4-dimethyl-2-(4-(methylsulfonyl)phenyl)-1H-benzo[d]imidazole FC=1C=C(C=CC1CN1CCC(CC1)N1CCCC1)C=1C=C(C2=C(N(C(=N2)C2=CC=C(C=C2)S(=O)(=O)C)C)C1)C